FC1CC(N2N=C(N=C21)CCC)C2=CC=CC=C2 7-Fluoro-5-phenyl-2-propyl-6,7-dihydro-5H-pyrrolo[1,2-b][1,2,4]triazol